NC=1C=C(C=C(C1)C(F)(F)F)[C@@H](C)C1=C2C(=NC(=NC2=CC(=C1O[C@@H]1COCC1)Br)C)N ((R)-1-(3-amino-5-(trifluoromethyl)phenyl)ethyl)-7-bromo-2-methyl-6-(((S)-tetrahydrofurane-3-yl)oxy)quinazolin-4-amine